N(C(=N)N)[N-]NC(=N)N guanidino(guanidino)Amide